FC1(CCC(CC1)N[C@@H]1[C@@H](CCCC1)OC=1C=C2CN(C(C2=CC1)=O)C1C(NC(CC1)=O)=O)F 3-(5-(((1R,2S)-2-((4,4-difluorocyclohexyl)amino)cyclohexyl)oxy)-1-oxoisoindolin-2-yl)piperidine-2,6-dione